tert-butyl N-(tert-butoxycarbonyl)-N-[3-fluoro-4-({4-methyl-5-[4-(methylsulfanyl)phenoxy]pyridin-3-yl}methyl)pyridin-2-yl]carbamate C(C)(C)(C)OC(=O)N(C(OC(C)(C)C)=O)C1=NC=CC(=C1F)CC=1C=NC=C(C1C)OC1=CC=C(C=C1)SC